OC=1C=C(N[C@H]2CN(CCC2)C(=O)OC(C)(C)C)C=CC1 tert-butyl (3R)-3-(3-hydroxyanilino)piperidine-1-carboxylate